(2R,5S)-5-[[(4-methylthiadiazol-5-yl)methylamino]methyl]-2-(4-phenoxyphenyl)-1,4-thiazepan-3-one CC=1N=NSC1CNC[C@H]1NC([C@H](SCC1)C1=CC=C(C=C1)OC1=CC=CC=C1)=O